CC=1C=NN(C1)CC=O (4-METHYL-PYRAZOL-1-YL)-ACETALDEHYDE